N-((2-(2,6-dioxopiperidin-3-yl)-1-oxoisoindolin-5-yl)methyl)-2,2-difluoro-2-(2-(trifluoromethoxy)phenyl)acetamide O=C1NC(CCC1N1C(C2=CC=C(C=C2C1)CNC(C(C1=C(C=CC=C1)OC(F)(F)F)(F)F)=O)=O)=O